C1(CC1)C=1C=C(C(=NC1)N1CCN(CC1)C(=O)OC(C)(C)C)OC tert-butyl 4-(5-cyclopropyl-3-methoxy-2-pyridyl)piperazine-1-carboxylate